4-[(3-chloro-4-fluorophenyl)amino]-6-(tetrahydropyran-4-yloxy)-7-(2-methane-sulfonylamino-ethoxy)-quinazoline ClC=1C=C(C=CC1F)NC1=NC=NC2=CC(=C(C=C12)OC1CCOCC1)OCCNS(=O)(=O)C